Methyl 2-(3-chloro-2-fluorophenyl)-5-[1-(benzenesulfonyl)-1H-pyrrolo[2,3-b]pyridin-4-yl]-1-{[2-(trimethylsilyl) ethoxy] methyl}-1H-pyrrole-3-carboxylate ClC=1C(=C(C=CC1)C=1N(C(=CC1C(=O)OC)C1=C2C(=NC=C1)N(C=C2)S(=O)(=O)C2=CC=CC=C2)COCC[Si](C)(C)C)F